OC1(CC(C1)C(=O)N1CC2(C1)CC(C2)[C@@H](C)C2=NC(=C(C=C2)C(F)(F)F)C)C |r| (rac)-((1s,3s)-3-hydroxy-3-methylcyclobutyl)(6-(1-(6-methyl-5-(trifluoromethyl)pyridin-2-yl)ethyl)-2-azaspiro[3.3]heptan-2-yl)methanone